C1(CC1)COC=1C=C(CCC2=C3CCCNC3=CC=C2)C=CC1OC(F)F 5-(3-(cyclopropylmethoxy)-4-(difluoromethoxy)phenethyl)-1,2,3,4-tetrahydroquinoline